FC(CC(C)N(C1=CC=CC=C1)C(CC1(CCN(CC1)C(N(C)C1=CC=C(C=C1)F)=O)C(=O)O)=O)F 4-[2-(N-(3,3-difluoro-1-methyl-propyl)anilino)-2-oxo-ethyl]-1-[(4-fluorophenyl)-methyl-carbamoyl]piperidine-4-carboxylic acid